C(C)OCCN1CCC2(OC3(CC3)C(N(C2)CC)=O)CC1 8-(2-ethoxyethyl)-12-ethyl-4-oxa-8,12-diazadispiro[2.1.5.3]tridecan-13-one